N1=CC=C(C=C1)N1NN=CN=C1C1=CC=NC=C1 1,6-bis(4-pyridyl)-1,2,3,5-tetrazine